3-amino-N-(3-(4-amino-4-ethylpiperidin-1-yl)pyridin-2-yl)-6-(3-(trifluoromethoxy)pyridin-2-yl)pyrazine-2-carboxamide NC=1C(=NC(=CN1)C1=NC=CC=C1OC(F)(F)F)C(=O)NC1=NC=CC=C1N1CCC(CC1)(CC)N